N-(4-((3-fluoro-6-methyl-5,6-dihydrobenzo[h][1,6]naphthyridin-7-yl-5,5-d2)amino)-5-(propanoyl-3,3,3-d3)pyridin-2-yl)cyclopropanecarboxamide FC=1C=NC=2C3=C(N(C(C2C1)([2H])[2H])C)C(=CC=C3)NC3=CC(=NC=C3C(CC([2H])([2H])[2H])=O)NC(=O)C3CC3